N2-(3-(4'-(4-(3-(3,5-diamino-6-chloropyrazine-2-carbonyl)guanidino)butyl)-[1,1'-biphenyl]-4-yl)propanoyl)-N2-(3-(((2S,3R,4R,5R)-2,3,4,5,6-pentahydroxyhexyl)amino)propyl)-L-lysine NC=1C(=NC(=C(N1)N)Cl)C(=O)NC(NCCCCC1=CC=C(C=C1)C1=CC=C(C=C1)CCC(=O)N([C@@H](CCCCN)C(=O)O)CCCNC[C@@H]([C@H]([C@@H]([C@@H](CO)O)O)O)O)=N